C(C)(C)(C)C1=C(OC2(OCC3(CO2)COC(OC3)(P(=O)=O)OC3=C(C=C(C=C3)C(C)(C)C)C(C)(C)C)P(=O)=O)C=CC(=C1)C(C)(C)C 3,9-bis(2,4-di-tert-butylphenoxy)-2,4,8,10-tetraoxa-3,9-diphosphospiro[5.5]undecane